(3R*)-3-(3,8-Dimethyl(1,2,4)triazolo(4,3-a)pyridin-7-yl)-3-(7-{[(2R)-2-ethyl-7-hydroxy-2,3-dihydropyrido[2,3-f][1,4]oxazepin-4(5H)-yl]methyl}-1-benzothiophen-5-yl)propanoic acid CC1=NN=C2N1C=CC(=C2C)[C@H](CC(=O)O)C=2C=C(C1=C(C=CS1)C2)CN2C[C@H](OC1=C(C2)N=C(C=C1)O)CC |o1:11|